ethyl 6-oxo-2-((2-(trifluoromethyl)benzyl)thio)-1,6-dihydropyrimidine-5-carboxylate O=C1C(=CN=C(N1)SCC1=C(C=CC=C1)C(F)(F)F)C(=O)OCC